(S)-2-[(S)-2,2-Dimethyl-1,3-dioxolan-4-yl]-2-(4-methoxybenzyloxy)ethan-1-ol CC1(OC[C@H](O1)[C@H](CO)OCC1=CC=C(C=C1)OC)C